CC(C)(C)C1=C(C=CC=C1)O 2-(1,1-dimethylethyl)phenol